NCCC1=CC(O)=C(O)C=C1.N1=NN=CC=C1 triazine compound with dopamine